3-[difluoro(isopropoxy)methyl]-6-[6-[(1R)-2,2,2-trifluoro-1-methyl-ethoxy]-3-pyridyl]-[1,2,4]triazolo[4,3-a]pyrazine FC(C1=NN=C2N1C=C(N=C2)C=2C=NC(=CC2)O[C@@H](C(F)(F)F)C)(OC(C)C)F